tetramethylammonium tetraacetoxyborohydride C(C)(=O)O[B-](OC(C)=O)(OC(C)=O)OC(C)=O.C[N+](C)(C)C